CN1N=C2N(C3=CC=C(C=C3C2=C1)C(=O)OCC)C1=CC=C(C=C1)OC(F)(F)F ethyl 2-methyl-8-[4-(trifluoromethoxy) phenyl]-2H,8H-pyrazolo[3,4-b]indole-5-carboxylate